C(=CC1=CC=CC=C1)C(C(C(=O)[O-])=C)C(=O)[O-] styrene-itaconate